FC=1C(=NC(=NC1)NC1=CC=C(C=N1)C1CC[N+](CC1)(C)[O-])C1=C(C=2C(N(C=C(C2S1)C(C)C)C)=O)C 4-(6-((5-Fluoro-4-(7-isopropyl-3,5-dimethyl-4-oxo-4,5-dihydrothieno[3,2-c]pyridin-2-yl)pyrimidin-2-yl)amino)pyridin-3-yl)-1-methylpiperidine 1-oxide